ClC1=NC(=CC(=C1)COC)Cl 2,6-dichloro-4-(methoxymethyl)pyridine